OC1=C(C=CC(=C1)OCC)N1N=C2C(=N1)C=CC=C2 2-(2-hydroxy-4-ethoxyphenyl)-2H-benzotriazole